COC1=NC(=CC=2N1C(=CN2)C(F)(F)F)C2CN(CC2)C(=O)OC(C)(C)C tert-butyl 3-(5-methoxy-3-(trifluoromethyl)imidazo[1,2-c]pyrimidin-7-yl)pyrrolidine-1-carboxylate